3-fluoro-5-hydroxy-2,6-dimethylphenyl-6-methyl-1,6-dihydropyrrolo[2,3-e]indazole-3-carboxamide FC=1C(=C(C(=C(C1)O)C)N1C=C(C=2C1=C1C=NN(C1=CC2)C)C(=O)N)C